C(C)(C)(C)C1=CC=C(C=C1)S(=O)(=O)N1C=C(C2=CC=CC=C12)C=O 1-(4-tert-butylphenylsulfonyl)-1H-indole-3-carbaldehyde